(6S,9R)-N-(5-chloro-2-fluoro-4-(trifluoromethyl)phenyl)-4-fluoro-3-oxo-3,5,6,7,8,9-hexahydro-2H-6,9-epiminocyclohepta[c]pyridine-10-carboxamide ClC=1C(=CC(=C(C1)NC(=O)N1[C@@H]2CC=3C(=CNC(C3F)=O)[C@H]1CC2)F)C(F)(F)F